N-((3S,4S)-3-((6-(2,6-dichloro-3,5-dimethoxyphenyl)-5-oxo-5,6-dihydropyrimido[5,4-c][1,8]naphthyridin-2-yl)amino)tetrahydro-2H-pyran-4-yl)acrylamide ClC1=C(C(=C(C=C1OC)OC)Cl)N1C(C2=C(C=3C=CC=NC13)N=C(N=C2)N[C@@H]2COCC[C@@H]2NC(C=C)=O)=O